FC=1C=C(C=CC1C(N([C@H]1CNCCC1)C1=NC=CC2=CC=CC(=C12)C)=O)N1N=NC=2C1=NC(=CC2)C(=O)N (R)-3-(3-fluoro-4-((8-methylisoquinolin-1-yl)(piperidin-3-yl)carbamoyl)phenyl)-3H-[1,2,3]triazolo[4,5-b]pyridine-5-carboxamide